methyl 4-((2R,3S,4S,5R)-3-(2-(azetidin-3-yloxy)-3,4-difluorophenyl)-4,5-dimethyl-5-(trifluoromethyl)tetrahydrofuran-2-carboxamido)picolinate N1CC(C1)OC1=C(C=CC(=C1F)F)[C@H]1[C@@H](O[C@]([C@H]1C)(C(F)(F)F)C)C(=O)NC1=CC(=NC=C1)C(=O)OC